2-methoxy-1-(5-methoxy-2-nitrophenoxy)benzene COC1=C(C=CC=C1)OC1=C(C=CC(=C1)OC)[N+](=O)[O-]